(5-amino-7-bromo-2-ethyl-2H-indazol-6-yl)(2-chloro-5-fluorophenyl)methanone NC1=CC2=CN(N=C2C(=C1C(=O)C1=C(C=CC(=C1)F)Cl)Br)CC